C(N)(=S)C1=CC=C(C=C1)N1CCN(CC1)C(=O)[O-] 4-(4-carbamothioylphenyl)piperazine-1-carboxylate